COC1=CC=C2C(=CN=CC2=C1)C#CC1=C(C=CC=C1)OC 7-methoxy-4-((2-methoxyphenyl)ethynyl)isoquinoline